tert-butyl 4-(2-{2,8-dimethylimidazo[1,2-b]pyridazin-6-yl}thieno[2,3-d][1,3]thiazol-5-yl)-3,6-dihydro-2H-pyridine-1-carboxylate CC=1N=C2N(N=C(C=C2C)C=2SC3=C(N2)SC(=C3)C=3CCN(CC3)C(=O)OC(C)(C)C)C1